S(=O)(=O)([O-])[O-].[F-].C(CCC)[N+](CCCC)(CCCC)CCCC.C(CCC)[N+](CCCC)(CCCC)CCCC.C(CCC)[N+](CCCC)(CCCC)CCCC tetrabutylammonium fluoride sulfate